FCCCC=CCCCF 1,8-difluoro-4-octene